ethyl 8-chloro-2-(6-chloropyridin-3-yl)quinazoline-4-carboxylate ClC=1C=CC=C2C(=NC(=NC12)C=1C=NC(=CC1)Cl)C(=O)OCC